(S)-2-methoxypropyl (CIS)-2-((((CIS)-4-phenylcyclohexyl)oxy) methyl)-3-(1H-pyrazol-3-yl)piperidine-1-carboxylate C1(=CC=CC=C1)[C@H]1CC[C@H](CC1)OC[C@@H]1N(CCC[C@@H]1C1=NNC=C1)C(=O)OC[C@H](C)OC